benzyl 2-[2-(9-[3-amino-6-[2-(methoxymethoxy)phenyl]pyridazin-4-yl]-1-oxa-4,9-diazaspiro[5.5]undecan-4-yl)ethoxy]-7-azaspiro[3.5]nonane-7-carboxylate NC=1N=NC(=CC1N1CCC2(CN(CCO2)CCOC2CC3(C2)CCN(CC3)C(=O)OCC3=CC=CC=C3)CC1)C1=C(C=CC=C1)OCOC